IC=CC(C(CC(CCC)O)C)OCC1=CC=C(C=C1)OC 9-iodo-7-((4-methoxybenzyl)oxy)-6-methylnon-8-en-4-ol